(4-{[2-(4-bromophenyl)imidazo[1,2-a]pyridine-3-yl]methyl}piperazin-1-yl)(cyclobutyl)methanone BrC1=CC=C(C=C1)C=1N=C2N(C=CC=C2)C1CN1CCN(CC1)C(=O)C1CCC1